4-(((3S,4R)-3-fluoro-1-Methylpiperidin-4-yl)oxy)-3-methylaniline F[C@H]1CN(CC[C@H]1OC1=C(C=C(N)C=C1)C)C